ClC=1N=C2C(=C(C(N(C2=CC1)C)=O)C#N)N1C[C@H]([C@H](CC1)N(C1=C(C=C(C=C1)Cl)O)C)C 6-chloro-4-[(3R,4S)-4-(4-chloro-2-hydroxy-N-methyl-anilino)-3-methyl-1-piperidinyl]-1-methyl-2-oxo-1,5-naphthyridine-3-carbonitrile